4-(3-ethynylphenyl)amino-6-(2-hydroxy-5-oxo-pyrrolidin-1-yl)-3-cyano-7-ethoxyquinoline C(#C)C=1C=C(C=CC1)NC1=C(C=NC2=CC(=C(C=C12)N1C(CCC1=O)O)OCC)C#N